alpha-(1-naphthylmethyl)-proline C1(=CC=CC2=CC=CC=C12)C[C@@]1(NCCC1)C(=O)O